FC1=C2[C@H](N(C(C2=CC=C1C1=NC=CC(=C1F)CN1CCC(CC1)C(C)(C)O)=O)C1C(NC(CC1)=O)=O)C 3-((R)-4-fluoro-5-(3-fluoro-4-((4-(2-hydroxypropan-2-yl)piperidin-1-yl)methyl)pyridin-2-yl)-3-methyl-1-oxoisoindolin-2-yl)piperidine-2,6-dione